COC(C=1C=C(C=NC1)B(O)O)OC 5-(DIMETHOXYMETHYL)PYRIDINE-3-BORONIC ACID